1-(2-hydroxy-3-isopropylphenyl)ethanone OC1=C(C=CC=C1C(C)C)C(C)=O